N,N'''-diisohexyl-N,N',N'',N'''-tetramethyl(triethylenetetraamine) C(CCC(C)C)N(CCN(CCN(CCN(C)CCCC(C)C)C)C)C